IC=1C(N(C2=CC=CC=C2C1)C)=O 3-iodo-1-methylquinolin-2(1H)-one